C(CCCCCC)C(=O)OCCC1=CC=2C(=NN(N2)C=2C(=CC3=C(OCO3)C2)O)C=C1 6-(5-n-heptylcarbonyloxyethyl-2H-benzotriazol-2-yl)benzo[1,3]dioxol-5-ol